BrC=1C=C2C(=NN(C(C2=CC1)=O)CC(=O)NC1CC(C1)(CC)O[Si](C)(C)C(C)(C)C)C(C)C 2-(6-bromo-4-isopropyl-1-oxophthalazin-2(1H)-yl)-N-((1r,3s)-3-((tert-butyldimethylsilyl)oxy)-3-ethylcyclobutyl)acetamide